C(C)(C)(C)OC(=O)N1CC(C1)N1C(C[C@H](C1)C1=C(C(=CC=C1OCOC)Cl)Cl)=O 3-[(4S)-4-[2,3-dichloro-6-(methoxymethoxy)phenyl]-2-oxo-pyrrolidin-1-yl]Azetidine-1-carboxylic acid tert-butyl ester